COC=1C=CC2=C(N=CN2)C1 6-methoxybenzoimidazol